1-[2-[4-[3-[1-(5-chloropyrimidin-2-yl)-4-piperidyl]propoxy]-2-fluoro-phenyl]acetyl]-N-[2-hydroxy-1,1-bis(hydroxymethyl)ethyl]azetidine-3-carboxamide ClC=1C=NC(=NC1)N1CCC(CC1)CCCOC1=CC(=C(C=C1)CC(=O)N1CC(C1)C(=O)NC(CO)(CO)CO)F